benzenesulfonic acid sodium salt [Na+].C1(=CC=CC=C1)S(=O)(=O)[O-]